ClC1=C(C(=CC=C1)Cl)CC(=O)NC1=CC(=NC=C1)N(C(C)=O)C1=CC(=CC(=C1)F)F N-{4-[2-(2,6-dichlorophenyl)acetamido]pyridin-2-yl}-N-(3,5-difluorophenyl)acetamide